ethylene di(2-ethylhexanoate) C(C)C(C(=O)OCCOC(C(CCCC)CC)=O)CCCC